F[P-](F)(F)(F)(F)F.BrC=1NC=CN1 2-bromoimidazole hexafluorophosphate